Methyl 5-({[1-(3-chloro-5-fluorophenyl) cyclopropyl]carbonyl}amino)-2-(1-cyclobutyl-1H-pyrazol-4-yl)benzoate ClC=1C=C(C=C(C1)F)C1(CC1)C(=O)NC=1C=CC(=C(C(=O)OC)C1)C=1C=NN(C1)C1CCC1